(11a'S)-8'-[(5-Bromopentyl)oxy]-7'-methoxy-1',10',11',11a'-tetrahydro-5'H-spiro[cyclopropane-1,2'-pyrrolo[2,1-c][1,4]benzodiazepine]-5'-one BrCCCCCOC1=CC2=C(C(N3[C@H](CN2)CC2(C3)CC2)=O)C=C1OC